linoleyl tetracontanoate C(CCCCCCCCCCCCCCCCCCCCCCCCCCCCCCCCCCCCCCC)(=O)OCCCCCCCC\C=C/C\C=C/CCCCC